4-[(2-benzyloxycarbonyl-ethyl)-(3-carboxy-propyl)-amino]-butyric acid C(C1=CC=CC=C1)OC(=O)CCN(CCCC(=O)O)CCCC(=O)O